3-cyclopropyl-6-nitro-1H-imidazo[4,5-b]pyridin-2(3H)-one C1(CC1)N1C(NC=2C1=NC=C(C2)[N+](=O)[O-])=O